C(CCC)OC(=C(OCCCC)OCCCC)[SiH3] tri(n-butoxy)vinylsilane